Cl.Cl.N1=C(N=CC=C1)N1C2(CCC3=CC=CN=C13)CNCC2 (pyrimidin-2-yl)-3',4'-dihydro-1'H-spiro[pyrrolidine-3,2'-[1,8]naphthyridine] dihydrochloride